CC1=NOC(=C1C=1C=C(C2=C(N(C=N2)CC2=CC=C(C=C2)F)C1)N)C 6-(3,5-dimethylisoxazol-4-yl)-1-(4-fluorobenzyl)-1H-benzo[d]imidazol-4-amine